4-(4-tert-butylphenyl)quinoline C(C)(C)(C)C1=CC=C(C=C1)C1=CC=NC2=CC=CC=C12